C(C)C1=C(OC[C@H](CN[C@H]2CCCC3=CC=CC=C23)O)C=CC=C1 (2S)-1-(2-ethylphenoxy)-3-[[(1S)-1,2,3,4-tetrahydronaphthalen-1-yl]amino]propan-2-ol